N,N-dimethyl-4-oxobutanamide CN(C(CCC=O)=O)C